N-[1-[2-[(2,5-dimethylpyrazol-3-yl)amino]-5-methyl-pyrimidin-4-yl]-3-methyl-indol-5-yl]prop-2-enamide CN1N=C(C=C1NC1=NC=C(C(=N1)N1C=C(C2=CC(=CC=C12)NC(C=C)=O)C)C)C